(7-(2-(4-(6-fluorobenzothiophen-4-yl)piperazin-1-yl)ethyl)-2-oxo-3,4-dihydroquinoline-1(2H)-yl)methyldecylcarbamate FC1=CC2=C(C=CS2)C(=C1)N1CCN(CC1)CCC1=CC=C2CCC(N(C2=C1)COC(NCCCCCCCCCC)=O)=O